C1(=CC=CC=C1)C[C@@H](B1O[C@@]2([C@H](O1)C[C@H]1C([C@@H]2C1)(C)C)C)NC(OCC12CCC(CC1)N2C(CC#N)=O)=O (7-(2-cyanoacetyl)-7-azabicyclo[2.2.1]heptan-1-yl)methyl ((R)-2-phenyl-1-((3aS,4S,6S,7aR)-3a,5,5-trimethylhexahydro-4,6-methanobenzo[d][1,3,2]dioxaborol-2-yl)ethyl)carbamate